FC1=CC=C(C=C1)[C@H]1[C@@H](C1)N(CCC[C@@H](C(=O)OC(C)(C)C)N(C(=O)OC(C)(C)C)C(=O)OC(C)(C)C)C(=C)C tert-Butyl (2S)-5-[[(1R,2S)-2-(4-fluorophenyl)cyclopropyl] (propen-2-yl)amino]-2-[di(tert-butoxycarbonyl)amino]pentanoate